C1(CCC1)C(N1C=C(C=2C1=NC=C(C2)C=2C(=NOC2C)C)C2=CC(=NC=C2)C(=O)OC)C2=NC=CC=C2 methyl 4-(1-(cyclobutyl(pyridin-2-yl)methyl)-5-(3,5-dimethylisoxazol-4-yl)-1H-pyrrolo[2,3-b]pyridin-3-yl)picolinate